ClC1=C(C=CC=C1)[C@@H](C)N(C([O-])=O)C1=C(N=NN1C)C1=NC(=C(C=C1)N(S(=O)(=O)C)C)C (R)-1-(2-chlorophenyl)ethyl(1-methyl-4-(6-methyl-5-(N-methylmethylsulfonamido)pyridin-2-yl)-1H-1,2,3-triazol-5-yl)carbamate